BrCC1=C(C=C(C=C1F)F)F 2-(bromomethyl)-1,3,5-trifluoro-benzene